3-Iodo-4,5,6,7-tetrahydro-1H-pyrazolo[4,3-c]pyridine IC1=NNC2=C1CNCC2